(R)-2-(5-(8-((S)-pyrrolidin-2-yl)isochroman-6-yl)-1H-pyrrolo[2,3-b]pyridin-3-yl)propanenitrile N1[C@@H](CCC1)C=1C=C(C=C2CCOCC12)C=1C=C2C(=NC1)NC=C2[C@H](C#N)C